2-bromo-6-((2S,4R)-1-(tert-butoxycarbonyl)-4-fluoropyrrolidine-2-carboxamido)pyridine 1-oxide BrC1=[N+](C(=CC=C1)NC(=O)[C@H]1N(C[C@@H](C1)F)C(=O)OC(C)(C)C)[O-]